C(C)(C)(C)C1=CN=C(O1)[C@H]1C[C@H](CC1)C1=CC(=NN1)NC=1C=CC2=C(CNS2(=O)=O)C1F cis-5-((5-(3-(5-(tert-butyl)oxazol-2-yl)cyclopentyl)-1H-pyrazol-3-yl)amino)-4-fluoro-2,3-dihydrobenzo[d]isothiazole 1,1-dioxide